N(=C=O)[Rh] isocyanatorhodium (I)